P(=O)(OCC=C)(OC(Br)(Br)Br)OC(Br)(Br)Br allyl bis(tribromomethyl) phosphate